1-(6-(4-(2-chlorophenyl)-7-(1,3-dimethyl-1H-pyrazol-5-yl)-3-methyl-2-quinolinyl)-2,6-diazaspiro[3.4]octan-2-yl)-2-propen-1-one ClC1=C(C=CC=C1)C1=C(C(=NC2=CC(=CC=C12)C1=CC(=NN1C)C)N1CC2(CN(C2)C(C=C)=O)CC1)C